tert-butyldiphenyl((4-(4,4,5,5-tetramethyl-1,3,2-dioxaborolan-2-yl)cyclohex-3-en-1-yl)methoxy)silane C(C)(C)(C)[Si](OCC1CC=C(CC1)B1OC(C(O1)(C)C)(C)C)(C1=CC=CC=C1)C1=CC=CC=C1